2-(tert-butyl) 8-ethyl 6-thia-2-azaspiro[3.4]octane-2,8-dicarboxylate C1N(CC12CSCC2C(=O)OCC)C(=O)OC(C)(C)C